[Br-].C(C=C)(=O)NCC[N+](C)(C)CCCCCCCCCCCCCC 2-(acrylamido)ethyl-tetradecyl-dimethyl-ammonium bromide